2-(1-(2,5-dichloropyrimidin-4-yl)-1H-indol-3-yl)acetic acid ClC1=NC=C(C(=N1)N1C=C(C2=CC=CC=C12)CC(=O)O)Cl